ClC1=C(C=C(OCC(=O)NC23CC(C2)(C3)C(=O)NCC=3C(=NC(=CC3)C)C)C=C1)F 3-[2-(4-chloro-3-fluorophenoxy)acetamido]-N-[(2,6-dimethylpyridin-3-yl)methyl]bicyclo[1.1.1]pentane-1-carboxamide